ClC=1C(=NC(=NC1)C=1N(N=C2C=C(C=CC12)N)CCS(=O)(=O)C)C=1C=NN(C1)S(=O)(=O)C (5-chloro-4-(1-(methylsulfonyl)-1H-pyrazol-4-yl)pyrimidin-2-yl)-2-(2-(methylsulfonyl)ethyl)-2H-indazol-6-amine